2,2-bis(5-aminomethyltetra-hydrofuran-2-yl)propane NCC1CCC(O1)C(C)(C)C1OC(CC1)CN